C(C)(=O)[O-].[Pd+2].C1(=CC=CC=C1)P(C1=CC=CC=C1)(C1=CC=CC=C1)C1=CC=CC=C1.C(C)(=O)[O-] tetraphenylphosphine palladium acetate